[[6-[cyclopropyl-[[4-(trifluoromethyl)phenyl]methyl]amino]-5-fluoro-pyrimidin-4-yl]amino]methyl-4,4-difluoro-cyclohexanol C1(CC1)N(C1=C(C(=NC=N1)NCC1(CCC(CC1)(F)F)O)F)CC1=CC=C(C=C1)C(F)(F)F